(R)-1-methyl-spiro[indoline-2,4'-piperidine] CN1C2=CC=CC=C2CC12CCNCC2